CC(COP(=S)(SCC(C(=O)O)C)OCC(C)C)C 3-[[bis(2-methylpropyloxy)thiophosphinyl]thio]-2-methylpropanoic acid